(2-hydroxyethyloxy)chalcone OCCOC1=C(C=CC=C1)\C=C\C(=O)C1=CC=CC=C1